methyl (S)-2-benzyloxycarbonylamino-3-(2-oxo-imidazolidin-1-yl)-propionate C(C1=CC=CC=C1)OC(=O)N[C@H](C(=O)OC)CN1C(NCC1)=O